C(OCCC1CN(C1)C=1C=C2C(N(C(C2=CC1)=O)C1C(NC(CC1)=O)=O)=O)(OC1=CC=C(C=C1)[N+](=O)[O-])=O (2-{1-[2-(2,6-dioxopiperidin-3-yl)-1,3-dioxoisoindol-5-yl] azetidin-3-yl} ethyl) (4-nitrophenyl) carbonate